BrC1=NC=C(C=C1)OCCCBr bromo-5-(3-bromopropyloxy)pyridine